ClC1=C(C(=O)NC2=C3C=NN(C3=CC=C2)C2=CC(=CC=C2)C(F)(F)F)C(=CC=C1CNC(C(C)(C)C)=O)Cl 2,6-Dichloro-3-{[(2,2-dimethylpropionyl)amino]methyl}-N-{1-[3-(trifluoromethyl)phenyl]-1H-indazol-4-yl}benzamide